BrC1=CC=C(C=C1)N1CCN(CC1)C1=CC=C(C=C1)N1C(N(N=C1)C(C(C)=O)CC)=O 4-(4-(4-(4-bromophenyl)piperazin-1-yl)phenyl)-2-(2-oxopentan-3-yl)-2,4-dihydro-3H-1,2,4-triazol-3-one